5-[(2-Chloro-5-fluoropyridin-4-yl)methyl]-2,3-difluorobenzonitrile ClC1=NC=C(C(=C1)CC=1C=C(C(=C(C#N)C1)F)F)F